((S)-1-(4-fluorophenyl)-3,4-dihydroisoquinolin-2(1H)-yl)((4aR,7R,8aS)-4-isopropyl-1-methylbenzenesulfonyl-octahydro-2H-pyrano[3,4-b]pyrazin-7-yl)methanone FC1=CC=C(C=C1)[C@@H]1N(CCC2=CC=CC=C12)C(=O)[C@H]1C[C@H]2[C@@H](NCCN2S(=O)(=O)C2(CC=C(C=C2)C(C)C)C)CO1